O1CC(CC1)OC(C)=O acetic acid tetrahydrofuran-3-yl ester